CC1=C2[C@H](C(=O)[C@@]3([C@H](C[C@@H]4[C@]([C@H]3[C@@H]([C@@](C2(C)C)(C[C@@H]1OC(=O)[C@@H]([C@H](C5=CC=CC=C5)NC(=O)OC(C)(C)C)O)O)OC(=O)C6=CC=CC=C6)(CO4)OC(=O)C)O)C)O.O.O.O The molecule is the trihydrate form of docetaxel. It is used for the treatment of breast, ovarian, and non-small cell lung cancer, and with prednisone or prednisolone in hormone-refractory metastatic prostate cancer. It has a role as an antineoplastic agent. It is a hydrate and a secondary alpha-hydroxy ketone. It contains a member of docetaxel anhydrous.